CC(C[C@H](NC(=O)C1CC(=NO1)CC1=CC2=CC=CC=C2C=C1)B(O)O)C ((1R)-3-methyl-1-(3-(naphthalen-2-ylmethyl)-4,5-dihydroisoxazole-5-carboxamido)butyl)boronic acid